5-fluoro-1-(trifluoromethanesulfonyl)-1H-benzotriazole FC1=CC2=C(N(N=N2)S(=O)(=O)C(F)(F)F)C=C1